N[C@@](C(=O)N(C)[C@H]1COCC=2NC(C=3C=C(C(=CC3C21)F)F)=O)(CC)O (2S)-amino-N-((R)-8,9-difluoro-6-oxo-1,4,5,6-tetrahydro-2H-pyrano[3,4-c]isoquinolin-1-yl)-(3S)-hydroxy-N-methylbutanamide